N1C=2C(C=C1)=CNC2 1,5-dihydropyrrolo[3,4-b]pyrrole